bis(4-amino-cyclohexyl)methane NC1CCC(CC1)CC1CCC(CC1)N